CC1=NN(C2=CC(=CC=C12)[N+](=O)[O-])CCN1CCN(CC1)C 3-Methyl-1-(2-(4-methylpiperazin-1-yl)ethyl)-6-nitro-1H-indazole